methyl (R)-2-(4-bromo-2-fluorobenzyl)-1-(oxetan-2-ylmethyl)-1H-thieno[2,3-d]imidazole-5-carboxylate BrC1=CC(=C(CC=2N(C3=C(N2)SC(=C3)C(=O)OC)C[C@@H]3OCC3)C=C1)F